N-(trichloromethylthio)-cyclohex-4-ene-1,2-dicarboximide ClC(SN1C(=O)C2C(CC=CC2)C1=O)(Cl)Cl